3-(6-bromo-2-oxobenzo[cd]indol-1(2H)-yl)azetidine BrC=1C=2C3=C(C(N(C3=CC1)C1CNC1)=O)C=CC2